[(2R,3S,4R,5R)-5-(2-chloro-4-cyclopentyl-sulfanyl-pyrrolo[2,3-d]-pyrimidin-7-yl)-3,4-dihydroxy-tetrahydro-furan-2-yl]methoxy-methylphosphonic acid ClC=1N=C(C2=C(N1)N(C=C2S)[C@H]2[C@@H]([C@@H]([C@H](O2)COCP(O)(O)=O)O)O)C2CCCC2